COC1=CC=C(C=C1)C=1C=C2C=C(C(N(C2=NC1)CCN1CCOCC1)=O)C(=O)O 6-(4-methoxyphenyl)-1-(2-morpholinoethyl)-2-oxo-1,2-dihydro-1,8-naphthyridine-3-carboxylic acid